BrC1=CC=C(S1)\C(\C)=N\S(=O)C(C)(C)C (E)-N-(1-(5-bromothiophen-2-yl)ethylidene)-2-methylpropane-2-sulfinamide